methyl (R)-2-((benzo[d]thiazol-5-ylmethyl)(1-(1-methyl-1H-pyrazol-3-yl)ethyl)amino)-2-oxoacetate S1C=NC2=C1C=CC(=C2)CN(C(C(=O)OC)=O)[C@H](C)C2=NN(C=C2)C